OC1COCC2=C1NC(C1=C2C=C(S1)C=1C(=NN(C1)C(=O)OC(C)(C)C)C)=O tert-butyl 4-(4-hydroxy-6-oxo-3,4,5,6-tetrahydro-1H-pyrano[4,3-b]thieno[3,2-d]pyridin-8-yl)-3-methyl-1H-pyrazole-1-carboxylate